C(#N)C1=CC=C(C2=C1C=CO2)COC2=CC=CC(=N2)C2CCN(CC2)CC2=NC=1C(=NC(=CC1)C(=O)[O-])N2C[C@H]2OCC2 (S)-2-((4-(6-((4-cyanobenzofuran-7-yl)methoxy)pyridin-2-yl)piperidin-1-yl)methyl)-3-(Oxetan-2-ylmethyl)-3H-imidazo[4,5-b]pyridine-5-carboxylate